ClC=1C=C(C=CC1F)NC(N(CC(CO)CO)[C@@H](C)C1=CNC(C2=CC=C(C=C12)F)=O)=O (S)-3-(3-chloro-4-fluorophenyl)-1-(1-(6-fluoro-1-oxo-1,2-dihydroisoquinolin-4-yl)ethyl)-1-(3-hydroxy-2-(hydroxymethyl)propyl)urea